C(CCCCC)[N+](C)(C)CCCCCO hexyl-(5-hydroxypentyl)dimethylammonium